C(C)OC(C[C@@H](C=1C=C(C(=CC1)OC(F)(F)F)C1=C(C=CC=C1)C)N)=O (S)-3-amino-3-(2'-methyl-6-(trifluoromethoxy)biphenyl-3-yl)propionic acid ethyl ester